CC=1CC=2C=CC=C(C2C1C)C(=O)N 2,3-dimethyl-inden-4-carboxamide